C(#N)C1=CC(=C(CCN[C@H](C(=O)NC2=NC=C(C=C2)C=2C=NN(C2)C)C2=CC=CC=C2)C=C1)C(F)(F)F |r| (S)- and (R)-2-((4-cyano-2-(trifluoromethyl)-phenethyl)amino)-N-(5-(1-methyl-1H-pyrazol-4-yl)pyridin-2-yl)-2-phenylacetamide